4-(cyclopropylamino)-2-[4-(4-ethylsulfonylpiperazin-1-yl)anilino]pyrimidine-5-carboxamide Ethyl-2-(1-amino-4-(3-(2-azidoethoxy)phenyl)-3-phenyl-1H-pyrrol-2-yl)-2-oxoacetate C(C)OC(C(=O)C=1N(C=C(C1C1=CC=CC=C1)C1=CC(=CC=C1)OCCN=[N+]=[N-])N)=O.C1(CC1)NC1=NC(=NC=C1C(=O)N)NC1=CC=C(C=C1)N1CCN(CC1)S(=O)(=O)CC